trans-4-[5-({[tert-butyl-(diphenyl)silyl]oxy}methyl)-4-methyl-4H-1,2,4-triazol-3-yl]cyclohexanecarbaldehyde C(C)(C)(C)[Si](OCC=1N(C(=NN1)[C@@H]1CC[C@H](CC1)C=O)C)(C1=CC=CC=C1)C1=CC=CC=C1